C(C)(CC)C1=C(C(=NN1CC)CC)O 5-sec-butyl-1,3-diethyl-4-hydroxy-pyrazole